Cl.C1(CC1)C=1C=CC(=NC1)CC1(CCNCC1)C#N 4-((5-cyclopropylpyridin-2-yl)methyl)piperidine-4-carbonitrile hydrochloride